O=CCCCCCCCCCCOC(CCCCCCC\C=C/C\C=C/CCCCC)=O.CC1=CC=C(C=C1)CC(=O)NC1=CC(=C(C=C1)C=1C=NC=C(C1)C(F)(F)F)S(N)(=O)=O 2-(4-methylphenyl)-N-{3-sulfamoyl-4-[5-(trifluoromethyl)pyridin-3-yl]phenyl}acetamide 11-oxoundecyl-(9Z,12Z)-octadeca-9,12-dienoate